ClC1=CC=C2C(=CNC2=C1C=1N=CSC1)S(=O)(=O)NC1=NC(=C(C(=N1)OC)OCC(F)F)OC 6-chloro-N-[5-(2,2-difluoroethoxy)-4,6-dimethoxy-pyrimidin-2-yl]-7-thiazol-4-yl-1H-indole-3-sulfonic acid amide